C(C)(C)(C)OC(=O)N1CC2C(C2C1)(F)F.C(C1CO1)OC(COC1=CC=C(C=C1)C(C(F)(F)F)(C(F)(F)F)C1=CC=C(C=C1)OCC(C)OCC1CO1)C 2,2-bis[4-(2-glycidoxypropyloxy)phenyl]hexafluoropropane tert-butyl-6,6-difluoro-3-azabicyclo[3.1.0]hexane-3-carboxylate